CC1(C(C1)C1=CC=C(C=C1)Br)C 1-(2,2-dimethylcyclopropyl)4-bromobenzene